Cl.OC1=C(C=CC=C1)NC=1SC([C@H](N1)C(=O)O)(C)C (R)-2-(2-hydroxyphenylamino)-5,5-dimethyl-4,5-dihydrothiazole-4-carboxylic acid mono-hydrochloride